CC1=NOC(=N1)COC=1C=CC=2N(C1)N=CC2C#N 6-((3-methyl-1,2,4-oxadiazol-5-yl)methoxy)pyrazolo[1,5-a]pyridine-3-carbonitrile